N-(2-(2-methylpyrimidin-4-yl)-1H-pyrrolo[3,2-c]pyridin-6-yl)cyclobutanecarboxamide CC1=NC=CC(=N1)C1=CC=2C=NC(=CC2N1)NC(=O)C1CCC1